N1C=C(C=2C1=CN=CC2)C2=CC(=NC=C2)NC(=O)C2CCN(CC2)CC(C)C N-(4-(1H-pyrrolo[2,3-c]pyridin-3-yl)pyridin-2-yl)-1-isobutylpiperidine-4-carboxamide